C(C(C(=C)C(=O)O)C(=O)O)C(=O)O 3-buten-1,2,3-tricarboxylic acid